6-(perfluorohexyl)hexanol FC(C(C(C(C(C(F)(F)F)(F)F)(F)F)(F)F)(F)F)(CCCCCCO)F